N-(5-cyclopropyl-1H-pyrazol-3-yl)-2-(5-(quinolin-8-ylsulfonyl)-2,5-diazabicyclo[2.2.1]heptan-2-yl)quinazolin-4-amine C1(CC1)C1=CC(=NN1)NC1=NC(=NC2=CC=CC=C12)N1C2CN(C(C1)C2)S(=O)(=O)C=2C=CC=C1C=CC=NC21